3-(2-(Trifluoromethylphenyl)acryloyl)oxazolidin-2-one FC(F)(F)C1=C(C=CC=C1)C(C(=O)N1C(OCC1)=O)=C